C1(=CC=CC=C1)N=C1S(C=C(N1)C=1SC=CC1)C=1C=C(C=CC1)C 2-phenylimino-1-m-tolyl-4-thienyl-thiazole